2-amino-5-(4-(2-(3,5-difluorophenyl)-2-hydroxyacetamido)-2-methylphenyl)-N-(2-(dimethylamino)ethyl)nicotinamide NC1=C(C(=O)NCCN(C)C)C=C(C=N1)C1=C(C=C(C=C1)NC(C(O)C1=CC(=CC(=C1)F)F)=O)C